CC=1C=C(SC1C1(OCCO1)C)CCC(=O)[O-] 3-[4-methyl-5-(2-methyl-1,3-dioxolan-2-yl)thiophen-2-yl]propanoate